2-ethyl-9,10-bis(ethoxycarbonylbutylene)anthracene C(C)C1=CC2=C(C3=CC=CC=C3C(=C2C=C1)CCCCC(=O)OCC)CCCCC(=O)OCC